(S)-2-(1-Isopropyl-4-oxo-1,4-dihydro-5H-pyrazolo[3,4-d]pyridazin-5-yl)-N-(1-(p-tolyl)ethyl)-acetamid C(C)(C)N1N=CC2=C1C=NN(C2=O)CC(=O)N[C@@H](C)C2=CC=C(C=C2)C